([1,1':4',1'']terphenyl-4-yl)-(4-naphthalen-1-yl-phenyl)-[1,1':2',1'']terphenyl-4'-yl-amine C1(=CC=C(C=C1)N(C=1C=C(C(=CC1)C1=CC=CC=C1)C1=CC=CC=C1)C1=CC=C(C=C1)C1=CC=CC2=CC=CC=C12)C1=CC=C(C=C1)C1=CC=CC=C1